FC=1C=2N(C=C(C1)NC(=O)C1=CC=C(C3=CN(N=C13)C)N1C[C@@H](CC1)NC)C=C(N2)C (R)-N-(8-fluoro-2-methylimidazo[1,2-a]pyridin-6-yl)-2-methyl-4-(3-(methylamino)pyrrolidin-1-yl)-2H-indazole-7-carboxamide